C(C)(C)(C)C=1C=C(C(=C(C1)NC([O-])=O)NC([O-])=O)C 5-(tert-butyl)-3-methyl-1,2-phenylenedicarbamate